ClC1=C2C(=NNC2=CC=C1)C1C(C(C1)(F)F)C 4-chloro-3-(3,3-difluoro-2-methyl-cyclobutyl)-1H-indazole